5-amino-N,1-dimethyl-1H-imidazole-2-carboxamide NC1=CN=C(N1C)C(=O)NC